(4'-bromo-[1,1'-biphenyl]-4-yl)-4-(naphthalen-2-yl)phenyl-phenanthren-9-yl-amine BrC1=CC=C(C=C1)C1=CC=C(C=C1)N(C=1C2=CC=CC=C2C=2C=CC=CC2C1)C1=CC=C(C=C1)C1=CC2=CC=CC=C2C=C1